N4-[3,4,5-tris(octadecyloxy)benzoyl]-3'-O-(tert-butyldimethylsilyl)-5'-O-(4,4'-dimethoxytrityl)deoxycytidine C(CCCCCCCCCCCCCCCCC)OC=1C=C(C(=O)NC2=NC(N([C@H]3C[C@H](O[Si](C)(C)C(C)(C)C)[C@@H](COC(C4=CC=C(C=C4)OC)(C4=CC=C(C=C4)OC)C4=CC=CC=C4)O3)C=C2)=O)C=C(C1OCCCCCCCCCCCCCCCCCC)OCCCCCCCCCCCCCCCCCC